C1(CC1)N1CC(C1)(C)[C@@](C=1C=C(C=NC1)C1=NOC(=N1)C(C)(C)O)(C1=CC=C(C=C1)C(C)C)O 2-(3-{5-[(R)-(1-Cyclopropyl-3-methyl-azetidin-3-yl)-hydroxy-(4-isopropyl-phenyl)-methyl]-pyridin-3-yl}-[1,2,4]oxadiazol-5-yl)-propan-2-ol